BrC1=NO[C@H](C1)C1CCN(CC1)CC1=CC=C(C=C1)S(=O)(=O)C(F)(F)F (5R)-3-bromo-5-[1-[[4-(trifluoromethylsulfonyl)phenyl]methyl]-4-piperidyl]-4,5-dihydroisoxazole